The molecule is trianion of 6-phospho-5-dehydro-2-deoxy-D-gluconic acid arising from deprotonation of the carboxy and phosphate groups; major species at pH 7.3. It is an organophosphate oxoanion, a 5-oxo monocarboxylic acid anion and a hydroxy monocarboxylic acid anion. It is a conjugate base of a 6-phospho-5-dehydro-2-deoxy-D-gluconic acid. C([C@H]([C@@H](C(=O)COP(=O)([O-])[O-])O)O)C(=O)[O-]